(R)-N-((1S,2R)-2-fluoro-1-(4-fluorobicyclo[4.2.0]oct-1(6),2,4-trien-3-yl)-3-oxo-3-(2,4,6-trioxo-1-(tetrahydro-2H-pyran-4-yl)hexahydropyrimidin-5-yl)propyl)-2-methylpropan-2-sulfinamide F[C@H]([C@H](C1=CC=2CCC2C=C1F)N[S@](=O)C(C)(C)C)C(C1C(NC(N(C1=O)C1CCOCC1)=O)=O)=O